1-(3-(4-(2-(trifluoromethyl)phenyl)piperidin-1-carbonyl)-4,6-dihydropyrrolo[3,4-c]pyrazol-5(1H)-yl)ethan-1-one FC(C1=C(C=CC=C1)C1CCN(CC1)C(=O)C=1C2=C(NN1)CN(C2)C(C)=O)(F)F